N[C@@H]1CCC2=C(N(C1=O)C)C=NC(=C2)OC |r| Racemic-3-amino-7-methoxy-1-methyl-4,5-dihydro-3H-pyrido[3,4-b]azepin-2-one